tert-butyl 3,3-dimethyl-5-(((trifluoromethyl)sulfonyl)oxy)-3,6-dihydropyridine-1(2H)-carboxylate CC1(CN(CC(=C1)OS(=O)(=O)C(F)(F)F)C(=O)OC(C)(C)C)C